C(C)(C)SCSC1=C(C#N)C(=CC(=N1)C=1OC=CN1)C1=CC=CC=C1 2-(((isopropylthio)methyl)thio)-6-(oxazol-2-yl)-4-phenylnicotinonitrile